C(C(O)CO)(=O)O.S1SSC=C1 trithiol glycerate